COC(=O)C1(CC1)C=O 1-FORMYL-CYCLOPROPANECARBOXYLIC ACID METHYL ESTER